NC=1N=C(SC1C(=O)C1=CC=C(C(=O)NC[C@@H](C)O)C=C1)N(C1=CC=C(C=C1)F)C(C(=O)N)C 4-[4-Amino-2-(N-(2-amino-1-methyl-2-oxoethyl)-4-fluoroanilino)thiazol-5-carbonyl]-N-[(2R)-2-hydroxypropyl]benzamid